1-methyl-6-((5-(trifluoromethyl)isoindolin-2-yl)methyl)pyridine-2(1H)-one CN1C(C=CC=C1CN1CC2=CC=C(C=C2C1)C(F)(F)F)=O